4,8-dimethylquinolin-2-ol CC1=CC(=NC2=C(C=CC=C12)C)O